NC1=C(C(=C2N1CCN(C2)CC2=CC=C(C=C2)OC)Br)C2=CC=NC=C2 6-amino-8-bromo-2-(4-methoxybenzyl)-7-(pyridin-4-yl)-3,4-dihydropyrrolo[1,2-a]pyrazin